3-hydroxy-N-{4-[({1H-[1,2,3]triazolo[4,5-b]pyridin-7-yl}formamido)methyl]pyridin-2-yl}pyridine-2-carboxamide OC=1C(=NC=CC1)C(=O)NC1=NC=CC(=C1)CNC(=O)C1=C2C(=NC=C1)N=NN2